6-(1-(1-(4-fluorophenyl)-6-methyl-1H-indazol-5-yl)-6-phenyl-3-azabicyclo[3.1.0]hexane-3-carbonyl)picolinonitrile FC1=CC=C(C=C1)N1N=CC2=CC(=C(C=C12)C)C12CN(CC2C1C1=CC=CC=C1)C(=O)C1=CC=CC(=N1)C#N